1-pentylbenzotriazol C(CCCC)N1N=NC2=C1C=CC=C2